monoethanolamine-d2 C(O)(CN)([2H])[2H]